2-(3-chloro-1-methyl-5-amino-1H-pyrrol-2-yl)-2H-1,2,3-triazole ClC1=C(N(C(=C1)N)C)N1N=CC=N1